2-Fluoro-4-(1-(2-methyl-2H-indazol-5-yl)-3-((piperidin-4-ylmethyl)amino)-1H-pyrazol-5-yl)benzonitrile FC1=C(C#N)C=CC(=C1)C1=CC(=NN1C1=CC2=CN(N=C2C=C1)C)NCC1CCNCC1